5-(methoxycarbonyl)furan-2-carboxylic acid COC(=O)C1=CC=C(O1)C(=O)O